Tert-butyl 3-(((1R,2S)-2-(hydroxymethyl) cyclopropyl) methoxy)-2-methylpropionate OC[C@@H]1[C@@H](C1)COCC(C(=O)OC(C)(C)C)C